ClC1=NC=C(C(=C1)C1=C(C=NC(=C1)C)C(=O)NC=1SC2=C(N1)CN(C2)C(C2=CN=CC=C2OC)=O)OC 2'-Chloro-5'-methoxy-N-(5-(4-methoxy-nicotinoyl)-5,6-dihydro-4H-pyrrolo[3,4-d]thiazol-2-yl)-6-methyl-[4,4'-bipyridine]-3-carboxamide